N[C@H]1C[C@@H](OC[C@@H]1OC1CCC1)C(=O)N1[C@H](C2=CC=CC=C2CC1)C1=CC=C(C=C1)F ((2R,4S,5R)-4-amino-5-cyclobutoxy-tetrahydro-2H-pyran-2-yl)((S)-1-(4-fluorophenyl)-3,4-dihydroisoquinolin-2(1H)-yl)methanone